BrC=1C=C(C=2N(C1)C=C(N2)N(C)C)OC 6-bromo-8-methoxy-N,N-dimethylimidazo[1,2-a]pyridin-2-amine